7-Fluoro-8-(6-fluoro-1-methylsulfonylindol-4-yl)-1,4,4,9-tetramethyl-5H-triazolo[4,5-c]chinolin FC=1C(=C(C=2C3=C(C(NC2C1)(C)C)N=NN3C)C)C3=C1C=CN(C1=CC(=C3)F)S(=O)(=O)C